C(C)(=O)N[C@H]1[C@@H](O[C@@H]([C@@H]([C@@H]1O)O)CO)OCCCOCCOCCNC(OCC1=CC=CC=C1)=O benzyl (2-(2-(3-(((2R,3R,4R,5R,6R)-3-acetamido-4,5-dihydroxy-6-(hydroxymethyl)tetrahydro-2H-pyran-2-yl)oxy)propoxy)ethoxy)ethyl)carbamate